C(C1=CC=CC=C1)(=O)OOOC(C)(C)CC t-amyl-peroxy benzoate